4,5-dihydro-1,3-oxazol-5-one O1C=NCC1=O